5-((4-(4-(fluoromethyl)piperidin-1-yl)phenyl)amino)-3-methylbenzo[d]oxazol-2(3H)-one FCC1CCN(CC1)C1=CC=C(C=C1)NC=1C=CC2=C(N(C(O2)=O)C)C1